N-(5-cyano-6-(2H-1,2,3-triazol-2-yl)pyridin-3-yl)-1-(2-methyl-[1,2,4]triazolo[1,5-a]pyridin-5-yl)-5-(trifluoromethyl)-1H-pyrazole-4-carboxamide C(#N)C=1C=C(C=NC1N1N=CC=N1)NC(=O)C=1C=NN(C1C(F)(F)F)C1=CC=CC=2N1N=C(N2)C